[K].[K].OC=1C(C=C(C(C1)=O)O)=O 2,5-dihydroxy-1,4-benzoquinone dipotassium salt